C[SiH](O[SiH3])C (Dimethylsiloxy)Silane